O=C1C(=CC(=CN1C1=CC=CC=C1)C1=NC=CC=C1)C1=C(C#N)C=CC=C1 2-(6'-oxo-1'-phenyl-1',6'-dihydro[2,3'-bipyridyl]-5'-yl)benzonitrile